1,6-dihydroxyphenazine OC1=CC=CC2=NC3=C(C=CC=C3N=C12)O